(2R,3S,4S,5R,6R)-2-(hydroxymethyl)-6-[(2R,3R,4S,5S,6R)-3,4,5-trihydroxy-6-(hydroxymethyl)oxahex-2-yl]Oxy-oxacyclohexane-3,4,5-triol OC[C@H]1O[C@@H]([C@@H]([C@H]([C@@H]1O)O)O)O[C@@H](O)[C@@H]([C@H]([C@H](CCO)O)O)O